zinc acetate bismuth trichloride [Bi](Cl)(Cl)Cl.C(C)(=O)[O-].[Zn+2].C(C)(=O)[O-]